C1(CC1)OC1=CC(=NC=C1C=1C=NN(C1)CC(C)NC)NC1=NC(=NC(=C1)NCC1=C(C=C(C=C1)OC)OC)C(F)F N4-(4-cyclopropoxy-5-(1-(2-(methylamino)propyl)-1H-pyrazol-4-yl)pyridin-2-yl)-2-(difluoromethyl)-N6-(2,4-dimethoxybenzyl)pyrimidine-4,6-diamine